3-iodo-6,7-dimethylchromone IC1=COC2=CC(=C(C=C2C1=O)C)C